1-ethoxycarbonyl-1-chloro-2-(2,6-diethyl-4-methylphenyl)ethane C(C)OC(=O)C(CC1=C(C=C(C=C1CC)C)CC)Cl